COC([C@H](C[C@H]1C(NCC1)=O)NC(=O)[C@H]1N(CC(C1)(C)C)C(=O)OC(C)(C)C)=O (S)-tert-butyl 2-(((S)-1-methoxy-1-oxo-3-((S)-2-oxopyrrolidin-3-yl)propan-2-yl)carbamoyl)-4,4-dimethylpyrrolidine-1-carboxylate